N-[2-(cyclopropylmethoxy)-4-(2-bromo-3-(3,4-ethylenedioxyphenyl)benzyloxy)-5-chlorobenzyl]-4-hydroxyproline C1(CC1)COC1=C(CN2[C@@H](CC(C2)O)C(=O)O)C=C(C(=C1)OCC1=C(C(=CC=C1)C1=CC2=C(C=C1)OCCO2)Br)Cl